ClC1=C(C(=O)NCC(N2CCC(CC2)OC2=NC=CC=C2C(F)(F)F)C2=C(N=CS2)C(F)F)C(=CC=C1)F 2-Chloro-N-{2-[4-(difluoromethyl)-1,3-thiazol-5-yl]-2-(4-{[3-(trifluoromethyl)pyridin-2-yl]oxy}piperidin-1-yl)ethyl}-6-fluorobenzamide